ClC1=C2C=CN=NC2=C(C(=C1)[C@H](C)NC1=C2N=CNC2=NC=N1)C1=CC(=CC=C1)F N-{(1S)-1-[5-chloro-8-(3-fluorophenyl)cinnolin-7-yl]ethyl}-9H-purin-6-amine